CO[Si](CCCNCC)(OC)OC 3-trimethoxysilylpropylethylamine